2,5-dimethyl-2,5-furandicarboxylic acid CC1(OC(C=C1)(C(=O)O)C)C(=O)O